C1N(CCC2=CC=CC=C12)C[C@H](CN1CCOC2=C(C1=O)C=CC(=C2)OC2CCN(CC2)CCO)O 4-[(2R)-3-(3,4-dihydro-1H-isoquinolin-2-yl)-2-hydroxy-propyl]-8-[[1-(2-hydroxyethyl)-4-piperidyl]oxy]-2,3-dihydro-1,4-benzoxazepin-5-one